CS(=O)(=O)OC(CNC1=NC(=NC(=N1)C1=NC(=CC=C1)C(F)(F)F)NC1=CC(=NC=C1)C(F)(F)F)(C)C 2-methyl-1-[(4-[6-(trifluoromethyl)pyridin-2-yl]-6-{[2-(trifluoromethyl)pyridin-4-yl]amino}-1,3,5-triazin-2-yl)amino]propan-2-ol methanesulfonate